methyl 3-(bromomethyl)-1-[(tert-butoxycarbonyl)[(tert-butoxycarbonyl)amino]amino]cyclobutane-1-carboxylate BrCC1CC(C1)(C(=O)OC)N(NC(=O)OC(C)(C)C)C(=O)OC(C)(C)C